C1C(CC12CCNCC2)C2=NC1=CC(=CC=C1N=C2)OC2=C(C(=CC=C2F)NS(N(C)CCO)(=O)=O)C#N 2-(7-azaspiro[3.5]nonan-2-yl)-7-[2-cyano-6-fluoro-3-[[2-hydroxyethyl(methyl)sulfamoyl]amino]phenoxy]quinoxaline